5,6-dimethyl-1-methylethenylbicyclo[2.2.1]hept-5-ene-2-methanol CC=1C2CC(C(C1C)(C2)C(=C)C)CO